methyl-4-(3,4-dihydro-2H-1,3-benzoxazin-8-yl)-2-methyl-6-morpholin-4-ylbenzoic acid dihydrochloride Cl.Cl.CC=1C(=C(C(=O)O)C(=CC1C1=CC=CC=2CNCOC21)N2CCOCC2)C